FC1=CC=C(C=C1)[N+](=O)[O-] 1-fluoro-4-nitrobenzene